5-(4-(diphenylamino)phenyl)Furan-2-carbaldehyde C1(=CC=CC=C1)N(C1=CC=C(C=C1)C1=CC=C(O1)C=O)C1=CC=CC=C1